C1(CCC1)NC1=NN(C(C=C1)=O)C=1C=CC(=NC1)N[C@@H]1C[C@@H](CC1)CNC(=O)C1=CC(=NO1)C N-[[(1R,3S)-3-[[5-[3-(cyclobutylamino)-6-oxo-pyridazin-1-yl]-2-pyridyl]amino]cyclopentyl]methyl]-3-methyl-isoxazole-5-carboxamide